(4-(1-((tert-butyldimethylsilyl)oxy)ethyl)-2H-1,2,3-triazol-2-yl)-5-chloropyridin-3-amine [Si](C)(C)(C(C)(C)C)OC(C)C1=NN(N=C1)C1=NC=C(C=C1N)Cl